methyl 3-(9-((4-(((tert-butoxycarbonyl)amino)methyl)-2,6-dimethylphenyl)carbamoyl)-4,5-dihydrobenzo[b]thieno[2,3-d]oxepin-8-yl)-6-((2,6-difluoro-3-methoxybenzyl)carbamoyl)picolinate C(C)(C)(C)OC(=O)NCC1=CC(=C(C(=C1)C)NC(=O)C1=CC2=C(OCCC3=C2SC=C3)C=C1C=1C(=NC(=CC1)C(NCC1=C(C(=CC=C1F)OC)F)=O)C(=O)OC)C